C(#N)N=C(OC1=CC=CC=C1)N1CC2(CCN3N=C(C=C32)C=3C=NC2=CC=CC=C2C3)C1 phenyl N-cyano-2'-(quinolin-3-yl)-5',6'-dihydrospiro[azetidine-3,4'-pyrrolo[1,2-b]pyrazole]-1-carboximidate